3-(bromomethyl)-5-fluoro-benzonitrile BrCC=1C=C(C#N)C=C(C1)F